C(C)N1CCN(CC1)C=1C=CC(=NC1)NC1=NC=C(C(=N1)C1=C(C2=NN(C(=C2S1)C(C)=O)C)C)F (5-(2-((5-(4-ethylpiperazin-1-yl)pyridin-2-yl)amino)-5-fluoropyrimidin-4-yl)-2,6-dimethyl-2H-thieno[3,2-c]pyrazol-3-yl)ethan-1-one